C1(CC1)N(C1=NSC(=N1)C1=NN=C2N1CCN([C@@H]2C)C(=O)C2=CC=C(C=C2)F)C (R)-(3-(3-(Cyclopropyl(methyl)amino)-1,2,4-thiadiazol-5-yl)-8-methyl-5,6-dihydro-[1,2,4]Triazolo[4,3-a]pyrazin-7(8H)-yl)(4-fluorophenyl)methanone